ClC1=CC(=C(C=C1)NC(=O)C=1C(=CC2=CC=CC=C2C1)OCCNC(OC(C)(C)C)=O)O tert-butyl (2-((3-((4-chloro-2-hydroxyphenyl)carbamoyl)naphthalen-2-yl)oxy)ethyl)carbamate